6-(1-Cyanocyclopropyl)pyrazolo[1,5-a]pyridin C(#N)C1(CC1)C=1C=CC=2N(C1)N=CC2